p-tolyltrimethylammonium hydroxide [OH-].C1(=CC=C(C=C1)[N+](C)(C)C)C